C[C@H]1NC[C@@H]1C[S@](=O)C (2R,3S)-2-methyl-3-(((R)-methylsulfinyl)methyl)azetidine